C1(CC1)N(C(CN1C(N(C2=C(C1=O)C=CC(=N2)C(F)(F)F)C)=O)=O)CC2=CSC=C2 N-Cyclopropyl-1,4-dihydro-1-methyl-2,4-dioxo-N-(3-thienylmethyl)-7-(trifluoromethyl)pyrido[2,3-d]pyrimidine-3(2H)-acetamide